2-acetylamino-3-(3-bromo-5-fluorophenyl)propionic Acid C(C)(=O)NC(C(=O)O)CC1=CC(=CC(=C1)F)Br